C12(CC(C1)C2)N2N=CC(=C2)N2N=CC1=CC(=C(C=C21)N2CCN(CC2)C2C(COC2)O)Cl 4-(4-(1-(1-(bicyclo[1.1.1]pentan-1-yl)-1H-pyrazol-4-yl)-5-chloro-1H-indazol-6-yl)piperazin-1-yl)tetrahydrofuran-3-ol